CN(CCCNC(=O)C1=NNC2=C(C=CC=C12)F)C N-(3-(dimethyl-amino)propyl)-7-fluoro-1H-indazole-3-carboxamide